2-(6-tert-butylpyridin-3-yl)-4-oxo-4H,6H,9H-pyrimido[2,1-b][1,3]thiazepine-3-carbonitrile C(C)(C)(C)C1=CC=C(C=N1)C=1N=C2SCC=CCN2C(C1C#N)=O